FC1(CC2C(CN(C2)C(=O)OC(C)(C)C)C1)F tert-butyl 5,5-difluoro-1,3,3a,4,6,6a-hexahydrocyclopenta[c]pyrrole-2-carboxylate